CN1CCN(CC1)C=1C=C(C=CC1)SC=1C=C(C(=CC1)N)N 4-((3-(4-methylpiperazin-1-yl)phenyl)thio)benzene-1,2-diamine